tert-Butyl ((4S)-4-methyl-2'-(methylthio)-4'-(1,4-oxazepan-4-yl)-3,4,5',8'-tetrahydro-2H-spiro[naphthalene-1,7'-pyrano[4,3-d]pyrimidin]-7-yl)carbamate C[C@H]1CCC2(CC=3N=C(N=C(C3CO2)N2CCOCCC2)SC)C2=CC(=CC=C12)NC(OC(C)(C)C)=O